BrC(C)C1=CC=C(C=C1)OC(F)F 1-(1-bromoethyl)-4-(difluoromethoxy)benzene